tert-butyl ((2-(3-(3-(hydroxymethyl)-1-(4-methyl-4H-1,2,4-triazol-3-yl)cyclobutyl)-phenyl)-3-oxo-7-(trifluoromethyl)isoindolin-5-yl)methyl)(1-methylcyclobutyl)carbamate OCC1CC(C1)(C1=NN=CN1C)C=1C=C(C=CC1)N1CC2=C(C=C(C=C2C1=O)CN(C(OC(C)(C)C)=O)C1(CCC1)C)C(F)(F)F